BrC=1C=C2C(=NC1)C(CO2)NC 6-bromo-N-methyl-2,3-dihydrofuro[3,2-b]-pyridin-3-amine